NC1=CC=C(C=C1)N([C@@H]1CN(CC1)C(C)=O)C (S)-1-(3-((4-aminophenyl)(methyl)amino)pyrrolidin-1-yl)ethanone